CC1(NC(N(C1)CC1=CC(=NC=C1)NC([C@H](C1CCC(CC1)C)NC(OC(C)(C)C)=O)=O)=O)C Tert-butyl ((S)-2-((4-((4,4-dimethyl-2-oxoimidazolidin-1-yl)methyl)pyridin-2-yl)amino)-1-((1r,4S)-4-methylcyclohexyl)-2-oxoethyl)carbamate